2,2',2'',2'''-((2S,5S,8S,11S)-2,5,8,11-tetrakis(4-(2-oxo-2-((3-sulfopropyl)amino)ethoxy)benzyl)-1,4,7,10-tetraazacyclododecane-1,4,7,10-tetrayl)tetraacetic acid O=C(COC1=CC=C(C[C@@H]2N(C[C@@H](N(C[C@@H](N(C[C@@H](N(C2)CC(=O)O)CC2=CC=C(C=C2)OCC(=O)NCCCS(=O)(=O)O)CC(=O)O)CC2=CC=C(C=C2)OCC(=O)NCCCS(=O)(=O)O)CC(=O)O)CC2=CC=C(C=C2)OCC(=O)NCCCS(=O)(=O)O)CC(=O)O)C=C1)NCCCS(=O)(=O)O